9-bromo-10-(4-fluorophenyl)-2,3-dihydro-5H-[1,4]thiazino[2,3,4-ij]quinazoline-5,7(6H)-dione BrC=1C=C2C(NC(N3C2=C(C1C1=CC=C(C=C1)F)SCC3)=O)=O